zirconium copper nickel iron cobalt [Co].[Fe].[Ni].[Cu].[Zr]